4-(4-(dimethoxymethyl)piperidin-1-yl)-2-methoxybenzoic acid COC(C1CCN(CC1)C1=CC(=C(C(=O)O)C=C1)OC)OC